N-(4-fluorobenzyl)-3-((4-(trifluoromethyl)phenyl)sulphonamido)-4-(4-methyl-1,4-diazacycloheptan-1-yl)benzamide FC1=CC=C(CNC(C2=CC(=C(C=C2)N2CCN(CCC2)C)NS(=O)(=O)C2=CC=C(C=C2)C(F)(F)F)=O)C=C1